NC=1C=C(C=CC1F)N1C(C2=C(CC1)N=C(S2)C=2C=NC(=CC2)N2C[C@@H](CC2)O[Si](C)(C)C(C)(C)C)=O (R)-5-(3-amino-4-fluorophenyl)-2-(6-(3-((tert-butyldimethylsilyl)oxy)pyrrolidin-1-yl)pyridin-3-yl)-6,7-dihydrothiazolo[5,4-c]pyridin-4(5H)-one